N-(2,4-difluorophenyl)-4-fluorobenzamide FC1=C(C=CC(=C1)F)NC(C1=CC=C(C=C1)F)=O